C1(=CC=CC=C1)C1=NC(=NC(=N1)C1=CC=CC=C1)C1=C(C=CC=C1)C1=CC=CC=2C3=CC=CC=C3C3(C12)C=1C=CC=CC1C1(C2=CC=4NC5=CC=CC=C5C4C=C23)C2=CC=CC=C2C=2C=CC=CC21 (2-(4,6-diphenyl-1,3,5-triazin-2-yl)phenyl)-5'h-dispiro[fluorene-9,7'-naphtho[2,3-b]carbazole-12',9''-fluorene]